3-(1,3-dioxoisoindolin-2-yl)-4-[7-(hydroxymethyl)-7H-pyrrolo[2,3-d]pyrimidin-4-yl]-1H-pyrazol O=C1N(C(C2=CC=CC=C12)=O)C1=NNC=C1C=1C2=C(N=CN1)N(C=C2)CO